1-(5-amino-6-methyl-1H-pyrrolo[3,2-b]pyridin-2-yl)imidazolidine-2,4-dione NC1=C(C=C2C(=N1)C=C(N2)N2C(NC(C2)=O)=O)C